N-[(3S,5S)-5-(Hydroxymethyl)pyrrolidin-3-yl]ethanesulfonamide hydrochloride Cl.OC[C@@H]1C[C@@H](CN1)NS(=O)(=O)CC